[Na].[Na].C(C=C)(=O)OCCCCCCCCCCC[Si](OCCCCCC)(C)C acryloyloxyundecyl-dimethyl-monohexyloxysilane Disodium